4-(4-methyl-5-(trifluoromethyl)-1H-pyrazol-3-yl)-6-(3-(methylamino)azetidin-1-yl)pyrimidin-2-amine CC=1C(=NNC1C(F)(F)F)C1=NC(=NC(=C1)N1CC(C1)NC)N